3-chlorothiobenzoic acid ClC=1C=C(C(=S)O)C=CC1